ClC1=C(C=CC=C1)C1=CC2=C(SC=C2)C=C1S(=O)(=O)N1CCC(CC1)(C(=O)N[C@H](C)\C=C/S(=O)(=O)C)F (R,Z)-1-((5-(2-chlorophenyl)benzo[b]thiophen-6-yl)sulfonyl)-4-fluoro-N-(4-(methylsulfonyl)but-3-en-2-yl)piperidine-4-carboxamide